C(C1=CC=CC=C1)P(C1=CC=CC=C1)C1=C(C2=CC=CC=C2C=C1)C1=C(C=CC2=CC=CC=C12)P(C1=CC=CC=C1)CC1=CC=CC=C1 benzyl-[1-[2-[benzyl(phenyl)phosphanyl]-1-naphthyl]-2-naphthyl]-phenyl-phosphane